(2-fluorophenyl)-4-(piperazin-1-yl)-7-(pyridin-3-yl)-7H-pyrrolo[2,3-d]pyrimidine FC1=C(C=CC=C1)C=1N=C(C2=C(N1)N(C=C2)C=2C=NC=CC2)N2CCNCC2